3-chloro-1-(2-methoxyethyl)pyrazole ClC1=NN(C=C1)CCOC